N2-[4-oxo-4-[4-(4-oxo-8-phenyl-4H-1-benzopyran-2-yl)morpholin-4-ium-4-ylmethoxy]butyryl]-L-arginyl-glycyl-L-serine acetate C(C)(=O)OC[C@H](NC(CNC([C@@H](NC(CCC(OC[N+]1(CCOCC1)C=1OC2=C(C(C1)=O)C=CC=C2C2=CC=CC=C2)=O)=O)CCCNC(N)=N)=O)=O)C(=O)O